methyl 4-amino-3-(4-(4-methyl-1-((2-(trimethylsilyl)ethoxy)methyl)-1H-imidazol-5-yl)piperidin-1-yl)benzoate NC1=C(C=C(C(=O)OC)C=C1)N1CCC(CC1)C1=C(N=CN1COCC[Si](C)(C)C)C